2-(4-Bromo-2-methylpyrazol-3-yl)-1-[5-[(6,7-dimethoxyquinazolin-4-yl)amino]-2,3-dihydroindol-1-yl]ethanone BrC1=C(N(N=C1)C)CC(=O)N1CCC2=CC(=CC=C12)NC1=NC=NC2=CC(=C(C=C12)OC)OC